N-(4-(4-(trifluoromethyl)phenoxy)phenyl)quinazolin-4-amine FC(C1=CC=C(OC2=CC=C(C=C2)NC2=NC=NC3=CC=CC=C23)C=C1)(F)F